CC1=C2C=CC3=C(C=CN=C3C2=NC=C1)C 4,7-dimethyl-o-phenanthroline